FC1(CCN(CC1)C1=NC(=NC=C1)NC(C1=NC=C(C=C1N1CCC2(CC2)CC1)S(=O)(=O)C)=O)F N-(4-(4,4-difluoropiperidin-1-yl)pyrimidin-2-yl)-5-(methylsulfonyl)-3-(6-azaspiro[2.5]octan-6-yl)picolinamide